4-[4-chloro-6-(trifluoromethoxy)quinoline-3-carbonyl]piperazine-1-carboxylic acid tert-butyl ester C(C)(C)(C)OC(=O)N1CCN(CC1)C(=O)C=1C=NC2=CC=C(C=C2C1Cl)OC(F)(F)F